2'-((4-(4-isopropylpiperazine-1-carbonyl)phenyl)amino)-8'-methyl-6'H-spiro[cyclohexane-1,9'-pyrrolo[1,5-a:2,3-d']dipyrimidin]-7'(8'H)-one C(C)(C)N1CCN(CC1)C(=O)C1=CC=C(C=C1)NC=1N=CC2=C(N1)N1C(NC(C(C13CCCCC3)C)=O)=C2